3-aminopropyl-(triphenyl)phosphine bromide [Br-].NCCCP(C1=CC=CC=C1)(C1=CC=CC=C1)C1=CC=CC=C1